C(C)OC(CCCC[Si](C)(C)C)(OCC)OCC triethoxytrimethyl-amyl-silane